(5-(2,6-dichlorophenyl)pyridin-2-yl)methanamine ClC1=C(C(=CC=C1)Cl)C=1C=CC(=NC1)CN